C(C(CCCCCC(=O)O)C(=O)O)C(=O)O 1,2,7-heptanetricarboxylic acid